[Si](C1=CC=CC=C1)(C1=CC=CC=C1)(C(C)(C)C)OC(CC(=O)OC(C)(C)C)CCCl tert-butyl 3-{[tert-butyl (diphenyl) silyl] oxy}-5-chloropentanoate